C(CC)CO propyl-carbinol